C1(CCC(CC1)C(C)(C)O)(C)O menthane-1,8-diol